SCCSCS1CCSC(C1)CSCCS 1,5-bis(2-mercaptoethylthiomethyl)-1,4-dithiane